3-(cyclohexanecarboxamido)-N-(2-((diethylamino)methyl)benzyl)benzamide C1(CCCCC1)C(=O)NC=1C=C(C(=O)NCC2=C(C=CC=C2)CN(CC)CC)C=CC1